methyl 2-(4-(1-(2,6-bis(benzyloxy)pyridin-3-yl)-3-methyl-2-oxo-2,3-dihydro-1H-benzo[d]imidazol-5-yl)-5,5-difluoro-5,6-dihydropyridin-1(2H)-yl)acetate C(C1=CC=CC=C1)OC1=NC(=CC=C1N1C(N(C2=C1C=CC(=C2)C2=CCN(CC2(F)F)CC(=O)OC)C)=O)OCC2=CC=CC=C2